N-[3-Fluoro-4-[(7-methoxy-1,5-naphthyridin-4-yl)oxy]phenyl]-5-(2-furyl)-4-hydroxy-6-methyl-pyridine-3-carboxamide FC=1C=C(C=CC1OC1=CC=NC2=CC(=CN=C12)OC)NC(=O)C=1C=NC(=C(C1O)C=1OC=CC1)C